tert-Butyl 4-(4-(4-(1-(5-fluoropyridin-2-yl)-2-hydroxyethoxy)-3-(prop-1-yn-1-yl)pyrazolo[1,5-a]pyridin-6-yl)-5-methyl-1H-1,2,3-triazol-1-yl)piperidine-1-carboxylate FC=1C=CC(=NC1)C(CO)OC=1C=2N(C=C(C1)C=1N=NN(C1C)C1CCN(CC1)C(=O)OC(C)(C)C)N=CC2C#CC